4-chloro-7-[2-(piperazin-1-yl)ethoxy]quinoline ClC1=CC=NC2=CC(=CC=C12)OCCN1CCNCC1